C(N)(OC(C[C@H]1[C@@H](CN(CC1)C(=O)C1=NC=NC(=C1)NC1CCN(CC1)C(C)=O)N1CC2=CC=CC=C2CC1)(C)C)=O Trans-(1-(6-((1-acetylpiperidin-4-yl)amino)pyrimidine-4-carbonyl)-3-(3,4-dihydroisoquinoline-2(1H)-yl)piperidin-4-yl)tert-butyl carbamate